CC=1C(=C(C=2CC3=CC=CC=C3C2C1)C1=C2C(=CC=C1)N=C1C=CC3=C4C=CC=CC4=NC3=C12)C (dimethylfluorenyl)indolocarbazole